3-(1-(3-(5-((1-(5-(2-(2,6-dioxopiperidin-3-yl)-1-oxo-1,2-dihydrophthalazin-6-yl)pentyl)piperidin-4-yl)methoxy)pyrimidin-2-yl)benzyl)-6-oxo-1,6-dihydropyridazin-3-yl)Benzonitrile O=C1NC(CCC1N1C(C2=CC=C(C=C2C=N1)CCCCCN1CCC(CC1)COC=1C=NC(=NC1)C=1C=C(CN2N=C(C=CC2=O)C=2C=C(C#N)C=CC2)C=CC1)=O)=O